propane tripropionate C(CC)(=O)O.C(CC)(=O)O.C(CC)(=O)O.CCC